COC1=CC2=C(SCC(N2)=O)C=C1N1N=C(C=2C=NC(=CC21)C=2C=NN1C2N=CC=C1)N1C(N(CC1)C)=O 6-Methoxy-7-(3-(3-methyl-2-oxoimidazolidin-1-yl)-6-(pyrazolo[1,5-a]pyrimidin-3-yl)-1H-pyrazolo[4,3-c]pyridin-1-yl)-2H-benzo[b][1,4]thiazin-3(4H)-one